5-(methacryloyloxy)methyl-1,3-oxathiolane-2-on C(C(=C)C)(=O)OCC1CSC(O1)=O